(2S,4R)-4-fluoropyrrolidine-1,2-dicarboxylic acid O1-benzyl ester O2-methyl ester COC(=O)[C@H]1N(C[C@@H](C1)F)C(=O)OCC1=CC=CC=C1